FC1=CC(=CC=2N(C(=NC21)C)C(C)C)C=2C1=C(N=C(N2)NCC=2C=NC(=CC2)N2CCN(CC2)C)NC=C1 (4-fluoro-1-isopropyl-2-methyl-1H-benzo[d]imidazol-6-yl)-N-((6-(4-methylpiperazin-1-yl)pyridin-3-yl)methyl)-7H-pyrrolo[2,3-d]pyrimidin-2-amine